5-{[(2S,5R)-2,5-dimethyl-4-(3,3,3-trifluoropropyl)piperazin-1-yl]carbonyl}-N-(2-ethyl-5-fluoropyrimidin-4-yl)-6,6-dimethyl-1,4,5,6-tetrahydropyrrolo[3,4-c]pyrazol-3-amine C[C@@H]1N(C[C@H](N(C1)CCC(F)(F)F)C)C(=O)N1C(C=2NN=C(C2C1)NC1=NC(=NC=C1F)CC)(C)C